7-hydroxy-2,2-dimethyl-2,3-dihydropyrido[2,3-f][1,4]oxazepine-4(5H)-carboxylic acid tert-butyl ester C(C)(C)(C)OC(=O)N1CC(OC2=C(C1)N=C(C=C2)O)(C)C